O[C@@H]1[C@H](C2=CC=CC=C2C1)NC1=N\C(\C(N1C)=O)=C/C1=CC2=CN(N=C2C=C1)C (5Z)-2-[[(1S,2S)-2-Hydroxyindan-1-yl]amino]-3-methyl-5-[(2-methylindazol-5-yl)methylene]imidazol-4-one